BrC1=CC=C(C=C1)NC(CCC1=CC=CC=C1)=O N-(4-bromophenyl)-3-phenylpropionamide